S1N=C(C2=C1C=CC=C2)N2CCN(CC2)CCN2C(C=1N(CC2)C=C(C1)C)=O 2-[2-(4-benzo[d]isothiazol-3-yl-piperazin-1-yl)-ethyl]-7-methyl-3,4-dihydro-2H-pyrrolo[1,2-a]pyrazin-1-one